benzophenone O-trityl oxime C(C1=CC=CC=C1)(C1=CC=CC=C1)(C1=CC=CC=C1)ON=C(C1=CC=CC=C1)C1=CC=CC=C1